[(trifluoromethyl)sulfinyl]-1H-pyrazol FC(S(=O)N1N=CC=C1)(F)F